(1R,4R,7R)-2-{2-[1-(cyclopropylmethyl)-6-(2-methylpyridin-4-yl)-1H-pyrrolo(2,3-b)pyridin-2-yl]-7-methoxy-1-methyl-1H-1,3-benzodiazole-5-carbonyl}-2-azabicyclo[2.2.1]heptan-7-amine C1(CC1)CN1C(=CC=2C1=NC(=CC2)C2=CC(=NC=C2)C)C2=NC1=C(N2C)C(=CC(=C1)C(=O)N1[C@@H]2CC[C@H](C1)[C@H]2N)OC